(1R,2S)-1,2-DIETHYLCYCLOPENTANE-1,2-DIOL Titanium (IV) chloride [Ti](Cl)(Cl)(Cl)Cl.C(C)[C@@]1([C@](CCC1)(O)CC)O